C(C)(C)(C)OC(N[C@H](C(=O)NC1=C(C=C(C=C1)Br)C(C1=CC=CC=C1)=O)[C@H](CC)C)=O ((2S,3S)-1-((2-benzoyl-4-bromophenyl)amino)-3-methyl-1-oxopent-2-yl)carbamic acid tert-butyl ester